O[C@H]1C2CCC(C1)N2CC(=O)C2=C(N(C(=C2C)C)C2=CC=C(C#N)C=C2)C (+-)-4-(3-(2-((2R)-2-hydroxy-7-azabicyclo[2.2.1]heptan-7-yl)acetyl)-2,4,5-trimethyl-1H-pyrrol-1-yl)benzonitrile